3-oxo-9-(7-bromo-1-tetralone) hydrazone O=C1CC(C2=CC(=CC=C2C1)Br)=NN